[3-(trimethoxysilyl)propyl]amine CO[Si](CCCN)(OC)OC